(S)-N-(2-((tert-butyldimethylsilyl)oxy)propyl)-7-(7-fluoro-3-(methoxymethoxy)-8-((triisopropylsilyl)ethynyl)naphthalen-1-yl)-5-isopropoxy-2-(methylthio)pyrido[4,3-d]pyrimidin-4-amine [Si](C)(C)(C(C)(C)C)O[C@H](CNC=1C2=C(N=C(N1)SC)C=C(N=C2OC(C)C)C2=CC(=CC1=CC=C(C(=C21)C#C[Si](C(C)C)(C(C)C)C(C)C)F)OCOC)C